C1(=CCCCC1)C(CC(CCCC)=O)=O 1-cyclohexenylheptane-1,3-dione